FC(C1=NC(=NO1)C1=CC2=C(CN(CC2)S(=O)(=O)C(F)(F)F)S1)(F)F 5-(trifluoromethyl)-3-(6-((trifluoromethyl)sulfonyl)-4,5,6,7-tetrahydrothieno[2,3-c]pyridin-2-yl)-1,2,4-oxadiazole